BrCCC=1C=C(C(=CC1)O)O 4-(bromoethyl)benzene-1,2-diol